nitroarginine [N+](=O)([O-])N[C@@H](CCCNC(N)=N)C(=O)O